4-t-Butyl-2'-carboxymethoxy-4'-(3-methyl-2-butenyloxy)chalcone C(C)(C)(C)C1=CC=C(C=C1)\C=C\C(=O)C1=C(C=C(C=C1)OCC=C(C)C)OCC(=O)O